C(C)N1C(=NC=2C1=NC=C(N2)N2CC(CCC2)COC2=C(C=CC=C2)C)C(=O)NNC=O 1-ethyl-N'-formyl-5-[3-(2-methylphenoxymethyl)piperidin-1-yl]imidazo[4,5-b]pyrazine-2-carbohydrazide